dibutyl 2,6-diethyl-1,4-dihydro-3,5-pyridinedicarboxylate C(C)C=1NC(=C(CC1C(=O)OCCCC)C(=O)OCCCC)CC